4-(((6-Chloropyridin-3-yl)methyl)(2,4-difluorophenyl)amino)furan-2(5H)-one ClC1=CC=C(C=N1)CN(C1=CC(OC1)=O)C1=C(C=C(C=C1)F)F